ClC1=CC=C(C=C1)C=1C=C(C(N(N1)C=1C=NC=CC1)=O)C(=O)N[C@H](CO)C 6-(4-chlorophenyl)-N-[(2S)-1-hydroxyprop-2-yl]-3-oxo-2-(pyridin-3-yl)-2,3-dihydropyridazine-4-carboxamide